6,N6-dimethyl-9H-pyrimido[4,5-b]Indole-4,6-diamine CC1(CC=2C3=C(NC2C=C1)N=CN=C3N)NC